5-chloro-3-(3-hydroxybutyl)quinazolin-4(3H)-one ClC1=C2C(N(C=NC2=CC=C1)CCC(C)O)=O